COC1=CC=C(C=C1)CCCC(=O)O 4-(p-methoxyphenyl)butanoic acid